FC1=CC(=C(C=C1)O)[C@@H]1N(C[C@H](C1)F)C=1C=CC=2N(N1)C(=CN2)C=2N=NC=C(C2)CCO 4-fluoro-2-((2R,4S)-4-fluoro-1-(3-(5-(2-hydroxyethyl)pyridazin-3-yl)imidazo[1,2-b]pyridazin-6-yl)pyrrolidin-2-yl)phenol